C(CCCCCCCCCCC)OC1=CC(=C(C=C1)S(=O)(=O)C=1C=NC2=CC=C(C=C2C1N1CCC(CC1)N1CCN(CC1)C1CCN(CC1)CC)S(=O)C)F 3-((4-(dodecyloxy)-2-fluorophenyl)sulfonyl)-4-(4-(4-(1-ethylpiperidin-4-yl)piperazin-1-yl)piperidin-1-yl)-6-(methylsulfinyl)quinoline